COC1=CC=2COCC=3C=CC=C(NC=4N=CC=5C(=NC=C(C#CC2N=C1)C5C4)NC)N3 13-methoxy-N-methyl-9-oxa-2,15,21,25,28-pentazapentacyclo[17.6.2.13,7.011,16.023,27]octacosa-1(26),3,5,7(28),11(16),12,14,19,21,23(27),24-undecaen-17-yn-22-amine